3-(4-Oxo-7-(2-(4-(trifluoromethyl)phenoxy)phenyl)quinolin-1(4H)-yl)propanamide O=C1C=CN(C2=CC(=CC=C12)C1=C(C=CC=C1)OC1=CC=C(C=C1)C(F)(F)F)CCC(=O)N